FC(C1=CC2=C(SC(=C2)C(N[C@H](C(=O)N2[C@@H](CCC2)C(NC=2SC(=CN2)C(C)C)=O)C(C)(C)C)=O)C=C1)(F)P(O)(O)=O (difluoro(2-(((S)-1-((S)-2-((5-isopropylthiazol-2-yl)carbamoyl)pyrrolidin-1-yl)-3,3-dimethyl-1-oxobutan-2-yl)carbamoyl)benzo[b]thiophen-5-yl)methyl)phosphonic acid